6-(benzyloxy)-7-methoxy-1-[(E)-2-{4-methoxy-2-methyl-5-[(1-methyl-1H-benzotriazol-5-yl)methoxy]phenyl}ethenyl]-1,2,3,4-tetrahydroisoquinoline C(C1=CC=CC=C1)OC=1C=C2CCNC(C2=CC1OC)\C=C\C1=C(C=C(C(=C1)OCC1=CC2=C(N(N=N2)C)C=C1)OC)C